2-((1R,4R)-4-aminocyclohexyl)-N4-(1-cyclopentyl-1H-imidazol-4-yl)-N2-methylpyrimidine-2,4-diamine NC1CCC(CC1)C1(NC=CC(=N1)NC=1N=CN(C1)C1CCCC1)NC